(S)-5-ethoxy-2-(4-((3-(4-(((3S,4R)-3-fluoro-1-methylpiperidin-4-yl)amino)-1-(2,2,2-trifluoroethyl)-1H-indol-2-yl)prop-2-yn-1-yl)amino)-3-methoxybenzamido)-5-oxopentanoic acid C(C)OC(CC[C@@H](C(=O)O)NC(C1=CC(=C(C=C1)NCC#CC=1N(C2=CC=CC(=C2C1)N[C@H]1[C@H](CN(CC1)C)F)CC(F)(F)F)OC)=O)=O